1-[7-[2-(4-piperidyl)ethynyl]-4-isoquinolyl]hexahydropyrimidine-2,4-dione N1CCC(CC1)C#CC1=CC=C2C(=CN=CC2=C1)N1C(NC(CC1)=O)=O